N-(1-(3-bromo-1-methyl-1H-pyrazol-5-yl)piperidin-4-yl)-6-(difluoromethoxy)-N-(4-methoxypyridin-3-yl)pyridin-3-amine BrC1=NN(C(=C1)N1CCC(CC1)N(C=1C=NC(=CC1)OC(F)F)C=1C=NC=CC1OC)C